FC=1C(=CC2=C(OCC(N2CC2=CC=C(C=C2)OC)=O)C1C(=O)O)[N+](=O)[O-] 7-Fluoro-4-(4-methoxybenzyl)-6-nitro-3-oxo-3,4-dihydro-2H-benzo[b][1,4]oxazine-8-carboxylic acid